(3-ethylpiperidin-1-yl)(7-(6-fluoropyridin-3-yl)pyrazolo[1,5-a]pyridin-3-yl)methanone C(C)C1CN(CCC1)C(=O)C=1C=NN2C1C=CC=C2C=2C=NC(=CC2)F